[N+](=O)([O-])C1=CC=C(C=C2C(NC(S2)=O)=O)C=C1 5-(4-Nitrobenzylidene)thiazolidin-2,4-dione